N1=C(N=CN=C1)N 1,3,5-Triazine-2-amine